C(CCCCCCC)C1C(C1)COC(CCCCCCC(CCCCCCCCC)OC(CCCN(C)C)=O)=O (2-octylcyclopropyl)methyl-8-{[4-(dimethylamino)butanoyl]oxy}heptadecanoate